N-(oct-4-en-1-ylmethyl)aniline C(CCC=CCCC)CNC1=CC=CC=C1